C(C)(C)(C)OC(=O)N1C[C@H]([C@@H](CC1)NC=1N=CC(=NC1Cl)C(=O)OC)CC Methyl 5-((trans-1-(tert-butoxycarbonyl)-3-ethylpiperidin-4-yl) amino)-6-chloropyrazine-2-carboxylate